C1CC2(CCC1C2)Br norbornyl bromide